2-[(3-{3-[(4-chloro-2-cyanophenoxy)methyl]phenoxy}azetidin-1-yl)methyl]-1-[(1,3-oxazol-2-yl)methyl]-1H-1,3-benzodiazole-6-carboxylic acid ClC1=CC(=C(OCC=2C=C(OC3CN(C3)CC3=NC4=C(N3CC=3OC=CN3)C=C(C=C4)C(=O)O)C=CC2)C=C1)C#N